FC12CC(C1)(C2)CCCCCCCCCCCCCCCCC(=O)O 17-(3-fluorobicyclo[1.1.1]pentan-1-yl)heptadecanoic acid